BrC=1C=C(C(=NC1)C(C(C(=O)OC(CC1=CC=CC=C1)(C)C)C1=NC=C(C=C1[N+](=O)[O-])C(F)(F)F)=O)SCC 2-methyl-1-phenylpropan-2-yl 3-[5-bromo-3-(ethylsulfanyl)pyridin-2-yl]-2-[3-nitro-5-(trifluoromethyl)pyridin-2-yl]-3-oxopropanoate